2h,3h-[1,4]dioxin O1CCOC=C1